C(C=C)N(C(OC(C)(C)C)=O)C(CCC(=C)B1OC(C(O1)(C)C)(C)C)C(F)F tert-butyl N-allyl-N-[1-(difluoromethyl)-4-(4,4,5,5-tetramethyl-1,3,2-dioxaborolan-2-yl)pent-4-enyl]carbamate